calcium tri-glycine NCC(=O)O.NCC(=O)O.NCC(=O)O.[Ca]